6-(2,5-dioxo-3,4-bis(phenylthio)-2,5-dihydro-1H-pyrrol-1-yl)hexaneamide O=C1N(C(C(=C1SC1=CC=CC=C1)SC1=CC=CC=C1)=O)CCCCCC(=O)N